N-{[6-({[(1-hydroxycyclohexyl)methyl]amino}methyl)imidazo[1,2-a]pyridin-2-yl]methyl}-4-oxo-4H-pyrido[1,2-a]pyrimidine-2-carboxamide OC1(CCCCC1)CNCC=1C=CC=2N(C1)C=C(N2)CNC(=O)C=2N=C1N(C(C2)=O)C=CC=C1